4-[1-(4-amino-3-methyl-1H-pyrazolo[3,4-d]pyrimidin-1-yl)ethyl]-6-chloro-3-ethoxy-2-(1-ethylazetidin-3-yl)benzonitrile NC1=C2C(=NC=N1)N(N=C2C)C(C)C2=C(C(=C(C#N)C(=C2)Cl)C2CN(C2)CC)OCC